5-(dimethoxymethyl)pyridinecarboxamide COC(C=1C=CC(=NC1)C(=O)N)OC